FC1=CC=C(C=C1)N1N=C2C(=N1)C=CC(=C2)NCCCOC 2-(4-fluorophenyl)-N-(3-methoxypropyl)benzotriazol-5-amine